CC1=NN(C=2C=CC=C(C12)B(O)O)C1OCCCC1 3-METHYL-1-(TETRAHYDROPYRAN-2-YL)-1H-INDAZOLE-4-BORONIC ACID